ClN1CC(=CC2=CC=C(C=C12)OC)C=1CCOCC1 1-chloro-3-(3,6-dihydro-2H-pyran-4-yl)-7-methoxy-quinoline